CN([C@H]1CN(CC1)C1=C(C=C(C=C1)NC1=NC=C(C(=N1)C1=CN(C2=C(C=CC=C12)F)C)C(F)(F)F)N)C (R)-4-(3-(dimethylamino)pyrrolidin-1-yl)-N1-(4-(7-fluoro-1-methyl-1H-indol-3-yl)-5-(trifluoromethyl)pyrimidin-2-yl)benzene-1,3-diamine